1-(4-(2,6-dioxopiperidin-3-yl)-3,5-difluorophenyl)azetidin-3-yl(3-chloro-4-methylphenyl)(methyl) carbamate C(N)(OC(C1=CC(=C(C=C1)C)Cl)C1CN(C1)C1=CC(=C(C(=C1)F)C1C(NC(CC1)=O)=O)F)=O